(2R,3R)-1-tert-butoxycarbonyl-3-methyl-azetidine-2-carboxylic acid C(C)(C)(C)OC(=O)N1[C@H]([C@@H](C1)C)C(=O)O